C(CCC)[N+]1=CC=C(C=C1)N(C)C 1-butyl-4-dimethylaminopyridinium